C(C1=CC=CC=C1)(=O)ON1CCN(CC1)CC1=C(CC(CC1)(C)C)C1=CC=2CN(CCC2S1)C1=CC=C(C=C1)F 4-((2-(5-(4-fluorophenyl)-4,5,6,7-tetrahydrothieno[3,2-c]pyridin-2-yl)-4,4-dimethylcyclohex-1-en-1-yl)methyl)piperazin-1-yl benzoate